O=C1NC(CCC1N1C(C2=CC=C(C=C2C1=O)NCC=1N=CN(C1)CC(=O)N)=O)=O 2-(4-(((2-(2,6-dioxopiperidin-3-yl)-1,3-dioxoisoindolin-5-yl)amino)methyl)-1H-imidazol-1-yl)acetamide